(2S)-4,4-difluoro-N-{4-[5-fluoro-7-methyl-3-(pyridin-2-yl)-1H-pyrrolo[3,2-b]pyridin-2-yl]pyridin-2-yl}-2-(4-fluorophenyl)butanamide FC(C[C@H](C(=O)NC1=NC=CC(=C1)C1=C(C2=NC(=CC(=C2N1)C)F)C1=NC=CC=C1)C1=CC=C(C=C1)F)F